O=C1CN(CC(N1)=O)CCC1=C2CC(CN(C2=CC=C1)C1=CC=C(C=C1)C(F)(F)F)CNC(C=C)=O N-((5-(2-(3,5-dioxopiperazin-1-yl)ethyl)-1-(4-(trifluoromethyl)phenyl)-1,2,3,4-tetrahydroquinolin-3-yl)methyl)acrylamide